N1(CCCCC1)C(=O)OCNC=1C2=C(N=CN1)NC=C2C(=O)N2CC(C2)OC(C)C (((5-(3-(isopropyloxy) azetidine-1-carbonyl)-7H-pyrrolo[2,3-d]pyrimidin-4-yl) amino) methyl) piperidine-1-carboxylate